4-bromo-6-((tert-Butoxycarbonyl)oxymethyl)-1H-indole-1-carboxylic acid tert-butyl ester C(C)(C)(C)OC(=O)N1C=CC2=C(C=C(C=C12)COC(=O)OC(C)(C)C)Br